2-(pyrimidin-2-yl)cyclopropane-1-carboxylic acid hydrochloride salt Cl.N1=C(N=CC=C1)C1C(C1)C(=O)O